NC1=NC=NC=2N(C3=CC=C(C=C3C21)C(C)O)CC(=O)N2[C@@H]1C[C@@H]1C[C@H]2C(=O)NC2=NC(=CC=C2)Br (1R,3S,5R)-2-(2-(4-amino-6-(1-hydroxyethyl)-9H-pyrimido[4,5-b]indol-9-yl)acetyl)-N-(6-bromopyridin-2-yl)-2-azabicyclo[3.1.0]hexane-3-carboxamide